ClC1=C(C(=O)N[C@H](C(=O)O)CCN(CCCCC2=NC=3NCCCC3C=C2)C([2H])([2H])[2H])C=CC=C1F (S)-2-(2-chloro-3-fluorobenzamido)-4-((methyl-d3)(4-(5,6,7,8-tetrahydro-1,8-naphthyridin-2-yl)butyl)amino)butanoic acid